1-(4-(1-isopropyl-4-(trifluoromethyl)-1H-imidazol-2-yl)benzyl)-1H-pyrazolo[3,4-d]pyrimidine C(C)(C)N1C(=NC(=C1)C(F)(F)F)C1=CC=C(CN2N=CC=3C2=NC=NC3)C=C1